C1(CC1)N1N=C(N=C1)C=1C(=C(C=C(C1)F)NC1=CC(=NC=C1C(=O)NOCC)NC1=NC(=NC=C1)C)OC 4-((3-(1-Cyclopropyl-1H-1,2,4-triazol-3-yl)-5-fluoro-2-methoxyphenyl)amino)-N-ethoxy-6-((2-Methylpyrimidin-4-yl)amino)nicotinamide